ClC1=CC=C(C=N1)CN1\C(\NCC1)=N\[N+](=O)[O-] (NE)-N-[1-[(6-chloropyridin-3-yl)methyl]imidazolidin-2-ylidene]nitramide